C(C=C)OCCCCCCCCCC1=C(C=CC=C1)O.[Na] sodium allyloxynonylphenol